Cl.N1CC[C@@H](CCC1)OC=1C=2N(C=C(N1)C=1C(=NN(C1)C)C)N=CN2 8-[(4R)-azepan-4-yl]oxy-6-(1,3-dimethylpyrazol-4-yl)-[1,2,4]triazolo[1,5-a]pyrazine hydrochloride